5-(8-bromoimidazo[1,2-c]quinazolin-5-yl)-2-methylisoindol-1-one BrC=1C=CC=2C=3N(C(=NC2C1)C=1C=C2CN(C(C2=CC1)=O)C)C=CN3